FC=1C=C(C#N)C=CC1OCC=1C=NC=C(C1)OC1CCNCC1 3-Fluoro-4-((5-(piperidin-4-oxy)pyridin-3-yl)methoxy)-benzonitrile